Cl.N[C@@H]1CN(CC1)C(=O)OC(C)(C)C (S)-tert-butyl 3-aminopyrrolidine-1-carboxylate hydrochloride